NCCN1S(N(CC1)C)(=O)=O 2-(2-aminoethyl)-5-methyl-1,2,5-thiadiazolidine 1,1-dioxide